C(C)(=O)N1CCC2(CC(C(N2)=O)CC(C=O)NC([C@H](CC2CCCCC2)NC(OCC2=CC(=CC=C2)Cl)=O)=O)CC1 3-chlorobenzyl ((2S)-1-((1-(8-acetyl-2-oxo-1,8-diazaspiro[4.5]decan-3-yl)-3-oxopropan-2-yl)amino)-3-cyclohexyl-1-oxopropan-2-yl)carbamate